sodium hydroxy-dimethylbenzenesulfonate OC1=C(C(=C(C=C1)S(=O)(=O)[O-])C)C.[Na+]